CN1N=C(C(=C1)C(=O)O)C(F)(F)F 1-methyl-3-(trifluoromethyl)-1H-pyrazole-4-carboxylic acid